BrC1=NC(=CC(=C1)N1CCC(CC1)(O)C)Br 1-(2,6-dibromopyridin-4-yl)-4-methylpiperidin-4-ol